5-[5H-imidazo[4,3-a]isoindol-5-yl]-4H,5H,6H,7H-[1,2,3]triazolo[1,5-a]pyridin-4-one C=1N=CN2C1C1=CC=CC=C1C2C2C(C=1N(CC2)N=NC1)=O